C(C)(=O)C1=C(C=C(C=C1)Cl)C=1C(=NN(C(C1)=O)[C@H](C(=O)NC1=CC(=C(C(=O)N)C=C1)F)CC1=CC=CC=C1)OC (S)-4-(2-(4-(2-acetyl-5-chlorophenyl)-3-methoxy-6-oxopyridazin-1(6H)-yl)-3-phenylpropanamido)-2-fluorobenzamide